tert-Butyl 4-(2-amino-5-chlorobenzoyl)piperazine-1-carboxylate NC1=C(C(=O)N2CCN(CC2)C(=O)OC(C)(C)C)C=C(C=C1)Cl